2-(4-(3-(1-(5-chloropyrimidin-2-yl)piperidin-4-yl)propoxy)-2-fluorophenyl)-1-((1R,4R)-5-((2S,3R,4R,5R)-2,3,4,5,6-pentahydroxyhexyl)-2,5-diazabicyclo[2.2.1]heptan-2-yl)ethan-1-one ClC=1C=NC(=NC1)N1CCC(CC1)CCCOC1=CC(=C(C=C1)CC(=O)N1[C@H]2CN([C@@H](C1)C2)C[C@@H]([C@H]([C@@H]([C@@H](CO)O)O)O)O)F